OCC(CC#N)(C)C 4-hydroxy-3,3-dimethylbutyronitrile